(R)-4-(((1-((tert-butyldimethylsilyl)oxy)-3-(octadecyloxy)propan-2-yl)oxy)methyl)-2-methoxybenzonitrile [Si](C)(C)(C(C)(C)C)OC[C@@H](COCCCCCCCCCCCCCCCCCC)OCC1=CC(=C(C#N)C=C1)OC